α-Allyloxymethylacrylate C(C=C)OCC(C(=O)[O-])=C